aminohexanoic acid amide NC(C(=O)N)CCCC